C(CCCCCCCCCCCCC)OCCCO 3-(tetradecyloxy)-1-propanol